2-((S)-2-(((2R,3S,4R,5S)-5-(2-chloro-4-(cyclopentylamino)pyrrolo[2,1-f][1,2,4]triazin-7-yl)-3,4-dihydroxytetrahydrofuran-2-yl)methoxy)-3-methoxy-2-phosphonopropoxy)acetic acid ClC1=NN2C(C(=N1)NC1CCCC1)=CC=C2[C@H]2[C@@H]([C@@H]([C@H](O2)CO[C@@](COCC(=O)O)(COC)P(=O)(O)O)O)O